C1(CC1)NC1=NC(=NC=C1C(F)(F)F)NC=1C=NC=2CN(CCC2C1)C(=O)OC(C)(C)C tert-butyl 3-(4-(cyclopropylamino)-5-(trifluoromethyl) pyrimidin-2-ylamino)-5,6-dihydro-1,7-naphthyridine-7(8H)-carboxylate